ClC=1C(=NC=C(C1)I)N1CCNCC1 1-(3-chloro-5-iodo-2-pyridyl)piperazine